N-(3-{4-amino-7-methyl-5-[(4R)-4-(pyrrolidine-1-carbonyl)cyclohex-1-en-1-yl]-7H-pyrrolo[2,3-d]pyrimidin-6-yl}phenyl)prop-2-enamide NC=1C2=C(N=CN1)N(C(=C2C2=CC[C@@H](CC2)C(=O)N2CCCC2)C=2C=C(C=CC2)NC(C=C)=O)C